C(C1=CC=CC=C1)OC(=O)N1CC2(C(NSN2)=O)CCC1.C1(=CC=CC=C1)/C(=C/CB)/C (E)-3-phenyl-2-butenyl-borane benzyl-4-oxo-2-thia-1,3,7-triazaspiro[4.5]decan-7-carboxylate